BrC1=CC(=C(C(=O)O)C=C1N(C)C)[N+](=O)[O-] 4-bromo-5-(dimethylamino)-2-nitrobenzoic acid